tert-butyl 4-(1-(aminomethyl)cyclopropyl)piperazine-1-carboxylate NCC1(CC1)N1CCN(CC1)C(=O)OC(C)(C)C